ClC=1C=C2C(=NC(=NC2=C(C1C1=CC=CC2=C1N=C(O2)N)F)OC[C@H]2N(CCC2)C)N2CCNCC(C2)(F)F 4-(6-chloro-4-(6,6-difluoro-1,4-diazepan-1-yl)-8-fluoro-2-(((S)-1-methylpyrrolidin-2-yl)methoxy)quinazolin-7-yl)benzo[d]oxazol-2-amine